N,N,N',N'-tetra-methyl-ethylenediamine CN(CCN(C)C)C